COCCCOC=1C=C(OCCN)C=CC1 2-(3-(3-methoxypropoxy)phenoxy)ethanamine